N=1NN=NC1C1=CC=C(C=C1)C(C)(C)N1CCC(CC1)(CCC1=CC=CC=C1)C(C1=CC=CC=C1)OCC 1-(2-(4-(2H-tetrazol-5-yl)phenyl)propan-2-yl)-4-(ethoxy(phenyl)methyl)-4-phenethyl-piperidine